(racemic)-2-(6-(1-([1,1'-biphenyl]-4-ylmethyl)-4-chloro-1H-indazole-7-carboxamido)spiro[3.3]heptan-2-yl)acetic acid C1(=CC=C(C=C1)CN1N=CC2=C(C=CC(=C12)C(=O)NC1CC2(CC(C2)CC(=O)O)C1)Cl)C1=CC=CC=C1